(6bR,10aS)-8-(3-(6-fluorobenzo[d]isoxazol-3-yl)propyl)-6b,7,8,9,10,10a-hexahydro-1H-pyrido[3',4':4,5]pyrrolo[1,2,3-de]quinoxalin-2(3H)-one FC1=CC2=C(C(=NO2)CCCN2C[C@@H]3[C@@H](N4CC(NC=5C=CC=C3C45)=O)CC2)C=C1